1,2,4,5-tetramethyl-1H-Imidazole CN1C(=NC(=C1C)C)C